3,5-dimethyl-4-formylphenol CC=1C=C(C=C(C1C=O)C)O